2-(((1r,4r)-4-((3-(4-chloro-3-fluorophenyl)-3-phenylureido)methyl)cyclohexyl)methoxy)acetic acid ClC1=C(C=C(C=C1)N(C(NCC1CCC(CC1)COCC(=O)O)=O)C1=CC=CC=C1)F